(E)-oct-2-en-1-yl 8-((6-((4,4-bis(octyloxy)butanoyl)oxy)hexyl)(2-hydroxyethyl)amino)octanoate C(CCCCCCC)OC(CCC(=O)OCCCCCCN(CCCCCCCC(=O)OC\C=C\CCCCC)CCO)OCCCCCCCC